C(CCCCCCCCCCCCC\C=C/CCCCCCCC)(=O)OCCCCCCCCCCCCCCCCCCCCC heneicosyl nervonate